2-Propanol Ethyl-acetate C(C)CC(=O)OC(C)C